β-D-glucosyl-5-hydroxy-methylcytosine [C@@H]1([C@H](O)[C@@H](O)[C@H](O)[C@H](O1)CO)N(C1=NC(NC=C1O)=O)C